3-(4-((2-(4-fluoro-2-methylbenzoyl)-6-hydroxybenzo[b]thiophen-3-yl)oxy)phenyl)acrylic acid FC1=CC(=C(C(=O)C2=C(C3=C(S2)C=C(C=C3)O)OC3=CC=C(C=C3)C=CC(=O)O)C=C1)C